monopotassium trimellitate salt C(C=1C(C(=O)O)=CC(C(=O)O)=CC1)(=O)[O-].[K+]